N-[1-[2-(cyano-2-pyridyl)-1,2,4-triazol-3-yl]ethyl]-2-cyclopropyl-6-(trifluoromethyl)pyridine-4-carboxamide C(#N)C=1C(=NC=CC1)N1N=CN=C1C(C)NC(=O)C1=CC(=NC(=C1)C(F)(F)F)C1CC1